Cl[N+]1=CN([C@]2([C@H](O)[C@H](O)[C@@H](CO)O2)CC2=CC=CC=C2)C=2N=C(NC(C12)=O)N 7-chlorobenzylguanosine